ClC=1C(N(C(=CC1OCC1=NC=C(C=C1F)F)C)C1=CC(=NC=C1C)C1=NC(=NC=C1)C(C(=O)N(C)C)(C)C)=O (S)-2-(4-(3-chloro-4-((3,5-difluoropyridin-2-yl)methoxy)-5',6-dimethyl-2-oxo-2H-[1,4'-bipyridyl]-2'-yl)pyrimidin-2-yl)-N,N,2-trimethylpropanamide